[C@@H]1([C@H](O)[C@H](O)[C@@H](COP(=O)(O)O)O1)N1C=NC=2C(=O)NC(=O)NC12 5'-Xanthylic acid